C(C)(=O)O[C@@H]1[C@H](O[C@H]([C@@H]([C@H]1OC(C)=O)OC(C)=O)OC1=C(C=C(C=C1)CO)N)C(=O)OC methyl (2S,3S,4S,5R,6S)-3,4,5-tris(acetyloxy)-6-[2-amino-4-(hydroxymethyl)phenoxy]oxane-2-carboxylate